C1=CC(C=C2C3=CC=CC=C3N=C12)=NO carbazol-3-one oxime